2-(2,6-dioxopiperidin-3-yl)-5-(6-((1-(4-(1-(4-hydroxyphenyl)-2-phenylbut-1-en-1-yl)phenyl)piperidin-4-yl)methyl)-3,6-diazabicyclo[3.1.1]heptan-3-yl)isoindoline-1,3-dione O=C1NC(CCC1N1C(C2=CC=C(C=C2C1=O)N1CC2N(C(C1)C2)CC2CCN(CC2)C2=CC=C(C=C2)C(=C(CC)C2=CC=CC=C2)C2=CC=C(C=C2)O)=O)=O